(2R,S)-2-(3-(dimethylamino)-2,5-dioxopyrrolidin-1-yl)-N-(2-fluorobenzyl)propionamide hydrochloride Cl.CN([C@@H]1C(N(C(C1)=O)[C@@H](C(=O)NCC1=C(C=CC=C1)F)C)=O)C